(R)-4-phenylthiazolidine-2-thione C1(=CC=CC=C1)[C@H]1NC(SC1)=S